Cl.C[C@H]1C[C@H](CN1)OC=1N=CC2=C(N1)CN(C2)C(C)=O 1-(2-(((3R,5S)-5-methylpyrrolidin-3-yl)oxy)-5,7-dihydro-6H-pyrrolo[3,4-D]pyrimidin-6-yl)ethan-1-one hydrochloride